FC(C(=O)O)(F)F.BrC1=CC2=C(NC(C3N(C2=O)CCNC3)=O)C=C1 8-bromo-1,3,4,12a-tetrahydrobenzo[e]pyrazino[1,2-a][1,4]diazepine-6,12(2H,11H)-dione trifluoroacetate